(5-(Difluoromethyl)-7,8-dihydro-1,6-naphthyridin-6(5H)-yl)(7-methyl-1H-imidazo[4,5-b]pyridin-2-yl)methanone FC(C1C=2C=CC=NC2CCN1C(=O)C=1NC=2C(=NC=CC2C)N1)F